NN1C(=C(C=C1)C1=CC=CC=C1)C(=O)OCC ethyl 1-amino-3-phenyl-1H-pyrrole-2-carboxylate